N-(4-chlorobenzyl)-1-cyclopropylethylamine ClC1=CC=C(CNC(C)C2CC2)C=C1